6-(Azetidin-1-yl)-N-(3,3-dimethyl-2,3-dihydro-1-benzofuran-5-sulfonyl)-4-fluoro-1-benzofuran-2-carboxamide N1(CCC1)C1=CC2=C(C=C(O2)C(=O)NS(=O)(=O)C=2C=CC3=C(C(CO3)(C)C)C2)C(=C1)F